(S)-3-fluoro-5-(1-(4-(5-fluoro-4-(5-(trifluoromethyl)-1H-pyrazol-1-yl)pyrimidin-2-yl)piperazine-1-carbonyl)-4,5-dihydro-1H-pyrazol-5-yl)benzonitrile FC=1C=C(C#N)C=C(C1)[C@@H]1CC=NN1C(=O)N1CCN(CC1)C1=NC=C(C(=N1)N1N=CC=C1C(F)(F)F)F